3-fluoro-5-iodo-4-methyl-N,N-di(propan-2-yl)benzamide FC=1C=C(C(=O)N(C(C)C)C(C)C)C=C(C1C)I